4-(2-{2-[(naphthalene-2-sulfinyl)methyl]phenyl}ethynyl)benzoic acid C1=C(C=CC2=CC=CC=C12)S(=O)CC1=C(C=CC=C1)C#CC1=CC=C(C(=O)O)C=C1